3-Bromobenzoic acid BrC=1C=C(C(=O)O)C=CC1